(5s,8s)-N-(2,6-dichlorobenzyl)-5-fluoro-8-hydroxy-5,6,7,8-tetrahydroquinoline-5-carboxamide ClC1=C(CNC(=O)[C@]2(C=3C=CC=NC3[C@H](CC2)O)F)C(=CC=C1)Cl